methyl {2-[(4-{N-[(7S)-4-fluorobicyclo[4.2.0]octa-1,3,5-trien-7-yl]-N'-hydroxycarbamimidoyl}-1,2,5-oxadiazol-3-yl)oxy]ethyl}carbamate FC1=CC=C2C[C@@H](C2=C1)NC(=NO)C=1C(=NON1)OCCNC(OC)=O